C1(CCCC1)CNC 1-cyclopentyl-N-methyl-methylamine